[Si](C)(C)(C(C)(C)C)OC=1C=C2C(=NN(C2=CC1)C1OCCCC1)C=1C=NN(C1)C[C@H](COCC[C@@H](C)CS(=O)(=O)[O-])C [(1R)-3-[(2R)-3-[4-[5-[tert-butyl(dimethyl)silyl] oxy-1-tetrahydropyran-2-yl-indazol-3-yl]pyrazol-1-yl]-2-methyl-propoxy]-1-methyl-propyl]methanesulfonate